5-[(8-aminooctyl)amino]-2-(2,6-dioxopiperidin-3-yl)isoindole-1,3-dione NCCCCCCCCNC=1C=C2C(N(C(C2=CC1)=O)C1C(NC(CC1)=O)=O)=O